5-formylsalicylic acid C(=O)C1=CC=C(C(C(=O)O)=C1)O